(pyridin-2-yl)butan-1-ol N1=C(C=CC=C1)C(CCC)O